O([C@H]1[C@H](O)[C@@H](O)[C@H](O)[C@H](O1)CO)C(\C=C\C1([C@@](C[C@H](CC1(C)C)O)(C)O)O)C (2E)-1-Methyl-3-[(2S,4S)-1,2,4-trihydroxy-2,6,6-trimethylcyclohexyl]-2-propen-1-yl β-D-glucopyranoside